2-(6-{5-chloro-2-[(oxacyclohex-4-yl)amino]pyrimidin-4-yl}-1-oxo-2,3-dihydro-1H-isoindol-2-yl)-N-[1-(2,4-difluorophenyl)ethyl]acetamide ClC=1C(=NC(=NC1)NC1CCOCC1)C1=CC=C2CN(C(C2=C1)=O)CC(=O)NC(C)C1=C(C=C(C=C1)F)F